CS(=O)(=O)C1=CC=C(OC[C@@H]2CN(CCN2)CCC=2C=C(C#N)C=C(C2)C(F)(F)F)C=C1 3-{2-[(3S)-3-[(4-methanesulfonylphenoxy)methyl]piperazin-1-yl]ethyl}-5-(trifluoromethyl)benzonitrile